tert-Butyl (5-bromo-2-(pyridin-3-ylmethoxy)benzyl)carbamate BrC=1C=CC(=C(CNC(OC(C)(C)C)=O)C1)OCC=1C=NC=CC1